FC(S(=O)(=O)[O-])(F)F.C(C1=CC=CC=C1)[SH+]CC1=CC=C(C=C1)OC(=O)OC Benzyl-4-(methoxycarbonyloxy)phenylmethylsulfonium trifluoromethanesulfonate